oxo-5-(trifluoromethyl)indoline O=C1NC2=CC=C(C=C2C1)C(F)(F)F